Butyl (S)-2-((4-methyl-3-((1-(7-(((trifluoromethyl)sulfonyl)oxy)quinolin-5-yl)cyclopropyl)carbamoyl) phenoxy)methyl)azetidine-1-carboxylate CC1=C(C=C(OC[C@H]2N(CC2)C(=O)OCCCC)C=C1)C(NC1(CC1)C1=C2C=CC=NC2=CC(=C1)OS(=O)(=O)C(F)(F)F)=O